tert-butyl N-[(3R)-8-fluoro-7-[(Z)-N'-hydroxycarbamimidoyl]-4-oxo-5-[[4-[5-(trifluoromethyl)-1,2,4-oxadiazol-3-yl]phenyl]methyl]-2,3-dihydro-1,5-benzothiazepin-3-yl]carbamate FC1=CC2=C(N(C([C@H](CS2)NC(OC(C)(C)C)=O)=O)CC2=CC=C(C=C2)C2=NOC(=N2)C(F)(F)F)C=C1/C(/N)=N/O